tert-butyl (S)-3-methyl-2-(4-((2-nitrophenyl)sulfonyl)-2-oxopiperazin-1-yl)butanoate CC([C@@H](C(=O)OC(C)(C)C)N1C(CN(CC1)S(=O)(=O)C1=C(C=CC=C1)[N+](=O)[O-])=O)C